N-Bocaminohexanoic acid C(=O)(OC(C)(C)C)NC(C(=O)O)CCCC